(2R,3R,4R,5R)-2-(Acetoxymethyl)-5-(4-((benzyloxy)amino)-6-chloro-1H-pyrazolo[3,4-d]pyrimidin-1-yl)tetrahydrofuran-3,4-diacetic acid C(C)(=O)OC[C@@H]1O[C@H]([C@@H]([C@H]1CC(=O)O)CC(=O)O)N1N=CC=2C1=NC(=NC2NOCC2=CC=CC=C2)Cl